5-{[(3-{[2-(4-fluorophenyl)ethyl]amino}propyl)(1H-pyrazol-4-yl)amino]methyl}cyclopentane-1,2-diol FC1=CC=C(C=C1)CCNCCCN(C=1C=NNC1)CC1CCC(C1O)O